(3S)-1-(4-{7-cyclopropyl-5-[(1R)-1-methyl-1,2,3,4-tetrahydroisoquinoline-2-carbonyl]pyrazolo[1,5-a]pyrimidin-2-yl}-3-fluoro-5-methylphenyl)pyrrolidine-3-carboxylic acid C1(CC1)C1=CC(=NC=2N1N=C(C2)C2=C(C=C(C=C2C)N2C[C@H](CC2)C(=O)O)F)C(=O)N2[C@@H](C1=CC=CC=C1CC2)C